methyl 6-(pyrrolidin-1-yl)pyrazine-2-carboxylate N1(CCCC1)C1=CN=CC(=N1)C(=O)OC